1-[(1r,3R,5S,7r)-3,5-dimethyladamantan-1-yl]-3-{4-[4-(2-methylbutanoyl)piperazine-1-carbonyl]phenyl}urea C[C@]12CC3(CC(C[C@@](C1)(C3)C)C2)NC(=O)NC2=CC=C(C=C2)C(=O)N2CCN(CC2)C(C(CC)C)=O